OC[C@H](C1=CC(=CC=C1)C(F)(F)F)NC(CC)=O N-[(1S)-2-hydroxy-1-[3-(trifluoromethyl)phenyl]ethyl]propionamide